4-(3-bromopropyloxy)-N-(4-(5-chloro-1H-indol-3-yl)butan-2-yl)benzenesulfonamide BrCCCOC1=CC=C(C=C1)S(=O)(=O)NC(C)CCC1=CNC2=CC=C(C=C12)Cl